5-(4-(pyridin-2-ylethynyl)phenyl)-3-((2-((1S)-1-((tetrahydro-2H-pyran-2-yl)oxy)ethyl)-1H-imidazol-1-yl)methyl)isoxazole N1=C(C=CC=C1)C#CC1=CC=C(C=C1)C1=CC(=NO1)CN1C(=NC=C1)[C@H](C)OC1OCCCC1